4-(2,6,6-trimethyl-1-cyclohexenyl)2-buten-4-one CC1=C(C(CCC1)(C)C)C(C=CC)=O